C(CC)(=O)N[C@@H](CS)C(=O)O N-propionyl-L-cysteine